C1(CCC(CCCC(CCCC1)C=O)C=O)C=O cyclododecane-1,4,8-trioaldehyde